NC1=NC=C(C2=C1C=NN2)NC(C(N2[C@@H](C[C@H]([C@H](C2)C)OC)C2=CC=C(C=C2)F)=O)=O N-(4-amino-1H-pyrazolo[4,3-c]pyridin-7-yl)-2-oxo-2-[(2S,4R,5S)-2-(4-fluorophenyl)-4-methoxy-5-methyl-1-piperidyl]acetamide